C1(=CC=CC=C1)N1C[C@H]2C([C@H]2C1)C#N (1R,5S,6R)-3-phenyl-3-aza-bicyclo[3.1.0]hexane-6-carbonitrile